6-(3-cyanopyrrolo[1,2-b]pyridazin-7-yl)-N-((R)-2-fluoro-3-hydroxy-3-methylbutyl)-4-(((1r,4R)-4-(5-methyl-1,2,4-oxadiazol-3-yl)cyclohexyl)amino)nicotinamide C(#N)C1=CC=2N(N=C1)C(=CC2)C2=NC=C(C(=O)NC[C@H](C(C)(C)O)F)C(=C2)NC2CCC(CC2)C2=NOC(=N2)C